divinyl trimesate C(C1=CC(C(=O)[O-])=CC(C(=O)OC=C)=C1)(=O)OC=C